ClC=1C=C(C=C(C1OCCOCCCC=1C=C2CN(C(C2=CC1)=O)C1C(NC(CC1)=O)=O)C#N)C(C)(C)C1=CC=C(OCC2=NC(=NC=C2)NS(=O)(=O)C)C=C1 N-[4-[[4-[1-[3-chloro-5-cyano-4-[2-[3-[2-(2,6-dioxo-3-piperidyl)-1-oxo-isoindolin-5-yl]propoxy]ethoxy]phenyl]-1-methyl-ethyl]phenoxy]methyl]pyrimidin-2-yl]methanesulfonamide